CC1=CC(=NC(=N1)C1=CC=NC=C1)N[C@H](C(=O)O)CCN(CCCCC1=NC=2NCCCC2C=C1)CCOC=1C(=NC=CC1)C (S)-2-((6-methyl-2-(pyridin-4-yl)pyrimidin-4-yl)amino)-4-((2-((2-methylpyridin-3-yl)oxy)ethyl)(4-(5,6,7,8-tetrahydro-1,8-naphthyridin-2-yl)butyl)amino)butanoic acid